3-(4-bromobenzyl)-5-((tert-butoxycarbonyl)amino)-1,2,3-oxadiazol-3-ium BrC1=CC=C(C[N+]2=NOC(=C2)NC(=O)OC(C)(C)C)C=C1